OC1=CC=C(C=C1)C(CN1C([C@@H]2N(CCN(C2)C#N)CC1)=O)C (9aR)-8-(2-(4-hydroxyphenyl)propyl)-9-oxooctahydro-2H-pyrazino[1,2-a]pyrazine-2-carbonitrile